S(=O)(=O)(C1=CC=C(C)C=C1)OC(C)(C)OS(=O)(=O)C1=CC=C(C)C=C1 bis(tosyloxy)propane